5-fluoro-1-(4-fluoro-2-methylphenyl)-3-(2-methyl-6-oxo-1,6-dihydropyridin-3-yl)-2,3-dihydroquinazolin-4(1H)-one FC1=C2C(N(CN(C2=CC=C1)C1=C(C=C(C=C1)F)C)C1=C(NC(C=C1)=O)C)=O